(S)-2-((tert-butoxycarbonyl)amino)-3-oxo-3-phenylpropionic acid methyl ester COC([C@H](C(C1=CC=CC=C1)=O)NC(=O)OC(C)(C)C)=O